C(C)OC(=O)C=1C=NN(C1)CC=1C(=NC(=CC1)N1CC2CC2C1)CCCO 1-[(6-{3-azabicyclo[3.1.0]hex-3-yl}-2-(3-hydroxypropyl)pyridin-3-yl)methyl]-1H-pyrazole-4-carboxylic acid ethyl ester